1-Benzyl-5-(4-fluorophenyl)-3,4-dimethyl-3-((methylseleno)methyl)-1H-pyrrol-2(3H)-one C(C1=CC=CC=C1)N1C(C(C(=C1C1=CC=C(C=C1)F)C)(C[Se]C)C)=O